(5E)-5-[(3aS,4R,5R,6aS)-5-hydroxy-4-[(E,3S)-3-hydroxy-4-methyloct-1-en-6-ynyl]-3,3a,4,5,6,6a-hexahydro-1H-pentalen-2-ylidene]pentanoic acid O[C@H]1[C@@H]([C@H]2C\C(\C[C@H]2C1)=C\CCCC(=O)O)\C=C\[C@H](C(CC#CC)C)O